O=C1NC(CCC1N1C(C2=CC=C(C=C2C1)OCC=O)=O)=O 2-[[2-(2,6-dioxopiperidin-3-yl)-1-oxo-3H-isoindol-5-yl]oxy]acetaldehyde